S(=O)(=O)(O)C(C(=O)[O-])(CSSCC(C(=O)[O-])(N1C(CCC1=O)=O)S(=O)(=O)O)N1C(CCC1=O)=O 3,3'-Dithiobis[sulfosuccinimidylpropionate]